4-(2,3-dichloro-6-hydroxyphenyl)-1-(pyrrolidin-3-yl)-tetrahydropyrimidin-2(1H)-one ClC1=C(C(=CC=C1Cl)O)C1NC(N(CC1)C1CNCC1)=O